ClC1=NSC(=C1Cl)C(=O)O 3,4-dichloroisothiazole-5-carboxylic acid